CC1CC(C2=CC=CC=C12)(C)C 1,3,3-trimethyl-indane